(1H-pyrrolo[3,2-b]pyridin-2-yl)methylamine N1C(=CC2=NC=CC=C21)CN